2,2-Diethoxy-1-(trimethylsilyl)aza-2-silacyclopentane C(C)O[Si]1(N(CCC1)[Si](C)(C)C)OCC